O=C1N(CCC(=C1)OS(=O)(=O)C(F)(F)F)C(=O)OC(C)(C)C tert-butyl 2-oxo-4-(((trifluoromethyl) sulfonyl) oxy)-5,6-dihydropyridine-1(2H)-carboxylate